C1=NC=C(C2=CC=CC=C12)N1C(N(CC1C#N)C1=CC(N(C=C1)C)=O)=O 3-(isoquinolin-4-yl)-1-(1-methyl-2-oxo-1,2-dihydropyridin-4-yl)-2-oxoimidazoline-4-carbonitrile